3-hydroxy-3-(3-(2-(1-(phenylsulfonyl)-1H-pyrrolo[2,3-b]pyridin-3-yl)thiazol-4-yl)phenyl)-1H-pyrrolo[3,2-b]pyridin-2(3H)-one OC1(C(NC=2C1=NC=CC2)=O)C2=CC(=CC=C2)C=2N=C(SC2)C2=CN(C1=NC=CC=C12)S(=O)(=O)C1=CC=CC=C1